(-)-fluorothiazolopyrone FC=1S(C2=C(C=CCO2)N1)=O